C(C)(C)(C)OC(=O)N1CCC(=CC1)C1=CCCC[C@H]1NC(=O)N1CCC(CC1)(C)C1=NOC(=N1)C1CC1 |r| Rac-4-(6-{[4-(5-cyclopropyl-1,2,4-oxadiazol-3-yl)-4-methylpiperidine-1-carbonyl]amino}cyclohex-1-en-1-yl)-3,6-dihydropyridine-1(2H)-carboxylic acid tert-butyl ester